FC1=C(C(=O)N(CCS(=O)C)C)C=CC(=C1)F 2,4-difluoro-N-methyl-N-(2-(methylsulfinyl)ethyl)benzamide